(2S)-N-Boc-4-dimethylaminomethylenepyroglutamic acid methyl ester COC([C@H]1N(C(C(C1)=CN(C)C)=O)C(=O)OC(C)(C)C)=O